1,4-dioxaspiro[4.5]Decane-8-ylmethyl methanesulfonate CS(=O)(=O)OCC1CCC2(OCCO2)CC1